Cl.N[C@H](C(=O)O)CC1=CC=C(C=C1)C1=NOC(=N1)C1=CC=C(C=C1)O (S)-2-amino-3-(4-(5-(4-hydroxyphenyl)-1,2,4-oxadiazol-3-yl)phenyl)propanoic acid hydrochloride